tert-Butyl (R)-2-(6-(5-methyl-2-((1-methyl-1H-pyrazol-5-yl)amino)pyrimidin-4-yl)-1-oxo-3,4-dihydropyrrolo[1,2-c]pyrimidin-2(1H)-yl)propanoate CC=1C(=NC(=NC1)NC1=CC=NN1C)C=1C=C2N(C(N(CC2)[C@@H](C(=O)OC(C)(C)C)C)=O)C1